CN1C(CCCC1C)=O N-methyl-δ-caprolactam